NC=1C=C(C=C(C1)N)CCC(=O)O.NC=1C=C(C(=O)OCC)C=C(C1)N ethyl 3,5-diaminobenzoate (3,5-diaminophenyl ethyl formate)